tert-butyl (3-(4-(5-bromo-1-methyl-1H-imidazole-2-carboxamido)-2-ethylbenzamido)propyl)carbamate BrC1=CN=C(N1C)C(=O)NC1=CC(=C(C(=O)NCCCNC(OC(C)(C)C)=O)C=C1)CC